CC1=NNC(=C1NC(=O)C1=NC(=C(C=C1)OC1=CC=C(C=C1)C(F)(F)F)C1=NN(C=C1)C)C N-(3,5-Dimethyl-1H-pyrazol-4-yl)-6-(1-methyl-1H-pyrazol-3-yl)-5-[4-(trifluoromethyl)phenoxy]pyridine-2-carboxamide